2-amino-5-(4-((1s,5r)-3-isopropyl-3-azabicyclo[3.1.0]hex-1-yl)phenyl)nicotinic acid NC1=C(C(=O)O)C=C(C=N1)C1=CC=C(C=C1)[C@]12CN(C[C@@H]2C1)C(C)C